CN1N=C2C(=CC=C(C2=C1)N1CCNCC1)C(=O)NC1CCC=2N(C1)C=C(N2)C 2-methyl-N-{2-methyl-5H,6H,7H,8H-imidazo[1,2-a]pyridin-6-yl}-4-(piperazin-1-yl)indazole-7-carboxamide